COC1=CC=C(C=N1)C1=CN=C(N1)C1N(CCCC1)C(C(C)SC)=O 1-(2-(5-(6-methoxypyridin-3-yl)-1H-imidazol-2-yl)piperidin-1-yl)-2-(methylsulfanyl)propan-1-one